mono(4-ethylphenyl) phosphate P(=O)(OC1=CC=C(C=C1)CC)([O-])[O-]